7-chloro-2-(2-cyclopropyl-4,5-difluorophenyl)-5-fluoro-8-hydroxy-3-((3-(trifluoromethyl)isoxazol-5-yl)methyl)benzo[4,5]thieno[2,3-d]pyrimidin-4(3H)-one ClC1=C(C2=C(C3=C(N=C(N(C3=O)CC3=CC(=NO3)C(F)(F)F)C3=C(C=C(C(=C3)F)F)C3CC3)S2)C(=C1)F)O